5-(4-((6-ethyl-5-oxo-4,5-dihydrothiazolo[5,4-b]pyridin-2-yl)methyl)piperazin-1-yl)-N-methylpyridinecarboxamide C(C)C1=CC2=C(NC1=O)SC(=N2)CN2CCN(CC2)C=2C=CC(=NC2)C(=O)NC